2-methoxy-3-oxo-3-(pyridin-4-yl)propanenitrile COC(C#N)C(C1=CC=NC=C1)=O